CC1=NN(C(=C1)C)C=1C=CC(N(N1)CC1CN(C1)C1=CC(=NC=2N1N=CN2)C)=O 6-(3,5-dimethylpyrazol-1-yl)-2-[[1-(5-methyl-[1,2,4]triazolo[1,5-a]pyrimidin-7-yl)azetidin-3-yl]methyl]pyridazin-3-one